[Br-].C(C=C)N1CN(C=C1)CC=C 1-allyl-3-allylimidazole bromide salt